N1=CC(=CC=C1)[C@@H](CC)O (R)-1-(pyridin-3-yl)propan-1-ol